N[C@H]1CS(C2=C(N(C1=O)CC1=CC=C(C=C1)OC1CCCC1)C=C(C=C2)C=2OC(=NN2)C(C)(C)C)(=O)=O (3R)-3-amino-7-(5-tert-butyl-1,3,4-oxadiazol-2-yl)-5-[[4-(cyclopentoxy)phenyl]methyl]-1,1-dioxo-2,3-dihydro-1lambda6,5-benzothiazepin-4-one